[[(2R)-4-[3-[1-(2,6-dioxo-3-piperidyl)-3-methyl-2-oxo-benzimidazol-4-yl]prop-2-ynyl]morpholin-2-yl]methyl]carbamate O=C1NC(CCC1N1C(N(C2=C1C=CC=C2C#CCN2C[C@H](OCC2)CNC([O-])=O)C)=O)=O